4-fluoro-2-(methylsulfonyl)aniline FC1=CC(=C(N)C=C1)S(=O)(=O)C